2-(methoxymethyl)benzene COCC1=CC=CC=C1